N1C=CC2=CC=C(C=C12)CNC(=O)C=1OC=C(N1)C1=NC(=NC=C1C)NC1=CC=NN1C N-((1H-indol-6-yl)methyl)-4-(5-methyl-2-((1-methyl-1H-pyrazol-5-yl)amino)pyrimidin-4-yl)oxazole-2-carboxamide